ClC1=CC=C(C=C1)C=1N(C(N(C1)CC1=NN(C(=N1)[C@H](C)O)C1=CC(=CC(=C1)Cl)Cl)=O)C[C@@H](C(F)(F)F)O 4-(4-chlorophenyl)-1-((1-(3,5-dichlorophenyl)-5-((S)-1-hydroxyethyl)-1H-1,2,4-triazol-3-yl)methyl)-3-((S)-3,3,3-trifluoro-2-hydroxypropyl)-1,3-dihydro-2H-imidazol-2-one